FC(C=1C=C(C=CC1F)C=1C=C(C=NC1)CN1C(OCC2=C1C=CC=C2)=O)F 1-[[5-[3-(Difluoromethyl)-4-fluoro-phenyl]-3-pyridyl]methyl]-4H-3,1-benzoxazin-2-one